ethyl 2-[3-(hydroxymethyl)-1-(3-nitrophenyl)cyclobutyl]acetate OCC1CC(C1)(C1=CC(=CC=C1)[N+](=O)[O-])CC(=O)OCC